2,2'-(Methylazanediyl)di(ethan-1-ol) CN(CCO)CCO